ethyl (2E)-2-(hydroxyimino)propionate O\N=C(\C(=O)OCC)/C